C(C1=CC=CC=C1)OC1=CC=2N(C=C1C(=O)OC)C=C(N2)C2CC2 methyl 7-(benzyloxy)-2-cyclopropylimidazo[1,2-a]pyridine-6-carboxylate